2-(Pyridin-2-yl)-N-(5-(1-(6-(2-(3-(trifluoromethoxy)phenyl)acetamido)pyridazin-3-yl)piperidin-4-yl)-1,3,4-thiadiazol-2-yl)acetamide Dihydrochloride Cl.Cl.N1=C(C=CC=C1)CC(=O)NC=1SC(=NN1)C1CCN(CC1)C=1N=NC(=CC1)NC(CC1=CC(=CC=C1)OC(F)(F)F)=O